1-(3,5-dichlorophenyl)-4-hydroxy-2-methylbutan-1-one ClC=1C=C(C=C(C1)Cl)C(C(CCO)C)=O